Cl.ClCC=1C(=NC=C(C1)C1=CC(=C(C=C1)F)C)OC 3-(chloromethyl)-5-(4-fluoro-3-methyl-phenyl)-2-methoxy-pyridine hydrochloride